N'-({1,2,3,5,6,7-hexahydro-s-indacen-4-yl}carbamoyl)-2-(hydroxymethyl)-2,3-dihydropyrazolo[5,1-b]oxazole-7-sulfonimidamide C1CCC2=C(C=3CCCC3C=C12)NC(=O)N=S(=O)(N)C=1C=NN2C1OC(C2)CO